C(#N)C=1C=C(C=CC1OC)N(C(=O)C1=C(N(C(=C1)C=1C=C2CCNCC2=CC1C(=O)N1CC2=CC=CC=C2C[C@H]1C)C)C)C1=CC=CC=C1 N-(3-cyano-4-methoxy-phenyl)-1,2-dimethyl-5-[7-[(3R)-3-methyl-3,4-dihydro-1H-isoquinoline-2-carbonyl]-1,2,3,4-tetrahydroisoquinolin-6-yl]-N-phenyl-pyrrole-3-carboxamide